ethyl 6-[(3-fluoroazetidin-1-yl)methyl]pyridine-2-carboxylate FC1CN(C1)CC1=CC=CC(=N1)C(=O)OCC